ClC=1C=C(C=CC1)C(C(=O)N1C2CC(C(C1C(=O)NC(CC1C(NCC1)=O)C#N)CC2)(F)F)O 2-(2-(3-chlorophenyl)-2-hydroxyacetyl)-N-(1-cyano-2-(2-oxopyrrolidin-3-yl)ethyl)-5,5-difluoro-2-azabicyclo[2.2.2]octane-3-carboxamide